[(E)-[4-chloro-6-[4-fluoro-2-(trifluoromethoxy)anilino]pyrimidin-5-yl]methyleneamino] hydrogen sulfate S(=O)(=O)(O/N=C/C=1C(=NC=NC1NC1=C(C=C(C=C1)F)OC(F)(F)F)Cl)O